5-cyclopropyl-4,5,6,7-tetrahydro[1,3]thiazolo[5,4-c]pyridin-2-amine C1(CC1)N1CC2=C(CC1)N=C(S2)N